tert-butyl 2-(2-chloro-3'-(7-cyano-5-(hydroxymethyl)benzo[d]oxazol-2-yl)-2'-methylbiphenyl-3-ylcarbamoyl)-1-methyl-4,6-dihydropyrrolo[3,4-d]imidazole-5(1H)-carboxylate ClC1=C(C=CC=C1NC(=O)C1=NC2=C(N1C)CN(C2)C(=O)OC(C)(C)C)C2=C(C(=CC=C2)C=2OC1=C(N2)C=C(C=C1C#N)CO)C